FC1(CN(CC12CCCC2)C=2C=1C(N=CN2)=NN(C1)C=1C(NC(NC1)=O)=O)F 5-[4-(4,4-Difluoro-2-azaspiro[4.4]non-2-yl)pyrazolo[3,4-d]pyrimidin-2-yl]-1H-pyrimidine-2,4-dione